Tetramethylsilan C[Si](C)(C)C